o-dihydroxy(catechol) OC1(O)C(O)(C=CC=C1)O